(S)-N-(2,2-difluoro-1-(5-fluoro-6-(5-fluoro-2-(trifluoromethyl)pyridin-3-yl)-1-neopentyl-1H-indol-3-yl)ethyl)cyclobutanesulfonamide FC([C@H](C1=CN(C2=CC(=C(C=C12)F)C=1C(=NC=C(C1)F)C(F)(F)F)CC(C)(C)C)NS(=O)(=O)C1CCC1)F